(S)-N-(3-(6-amino-3,3-difluoro-2-(fluoromethyl)-2,3,4,5-tetrahydropyridin-2-yl)-4-fluorophenyl)-5-methoxypyrimidine-2-carboxamide NC=1CCC([C@@](N1)(CF)C=1C=C(C=CC1F)NC(=O)C1=NC=C(C=N1)OC)(F)F